6-bromoquinolin-2-ol BrC=1C=C2C=CC(=NC2=CC1)O